C(C)(C)(C)OC([C@@H](N)CCCC(N)C(C=1C=C(C=CC1)C)(C1=CC=CC=C1)C1=CC=CC=C1)=O 6-(diphenyl(m-tolyl)methyl)-L-lysine tert-butyl ester